COC=1C(=NC=CC1)SC 3-methoxy-2-(methylthio)pyridine